NC1=NC=C(C=C1O[C@H](C)C=1C=C(C=CC1)NC(=O)C1=CC=C2CCCN(C2=C1)C)Cl (R)-N-(3-(1-((2-amino-5-chloropyridin-3-yl)oxy)ethyl)phenyl)-1-methyl-1,2,3,4-tetrahydroquinoline-7-carboxamide